FC=1C=C(C=CC1)C1=CC(=C(S1)C(=O)N[C@@H]1CN(CCC1)C(=O)OCCCC)NC(=O)N butyl (S)-3-(5-(3-fluorophenyl)-3-ureidothiophene-2-carboxamido)piperidine-1-carboxylate